1-(2-fluoro-4-isopropoxyphenyl)ethanone FC1=C(C=CC(=C1)OC(C)C)C(C)=O